ClC=1C=C2C(OCC=3C=C(N=CC3C=3C=NC(=C(NS(C(C1O)=C2)(=O)=O)C3)C(F)(F)F)OC)=O 13-Chloro-14-hydroxy-5-methoxy-16,16-dioxo-19-(trifluoromethyl)-9-oxa-16λ6-thia-4,17,20-triazatetracyclo[16.3.1.111,15.02,7]tricosa-1(22),2(7),3,5,11,13,15(23),18,20-nonaen-10-one